N[C@@H]1CN(CC1)C1=CC=CC(=N1)C(=O)NC=1C=C2C(=NC1N1CCCCC1)N=C(O2)N2CCOCC2 (S)-6-(3-aminopyrrolidin-1-yl)-N-(2-morpholinyl-5-(piperidin-1-yl)oxazolo[4,5-b]pyridin-6-yl)pyridinecarboxamide